COC=1C=C(C=NC1OCC1=NC=C(C=C1)OC)CC=1C=CN=C2C=C(C=NC12)C#N 8-[[5-methoxy-6-[(5-methoxy-2-pyridinyl)methoxy]-3-pyridinyl]methyl]-1,5-naphthyridine-3-carbonitrile